ClC1=C(C=NN(C1=O)C)N[C@@H]1C[C@@H](CN(C1)C)C1=CC=C(C(=O)N2CCC3(CN(C3)C3=CC(=C(C=C3)C3C(NC(CC3)=O)=O)C)CC2)C=C1 3-[4-[7-[4-[(3R,5R)-5-[(5-chloro-1-methyl-6-oxo-pyridazin-4-yl)amino]-1-methyl-3-piperidyl]benzoyl]-2,7-diazaspiro[3.5]nonan-2-yl]-2-methyl-phenyl]piperidine-2,6-dione